ethyl tetrahydrofuran-2-carboxylate O1C(CCC1)C(=O)OCC